8-chloro-5-iodophthalazin-1(2H)-one ClC=1C=CC(=C2C=NNC(C12)=O)I